5,10-bis[4-(3-hydroxypropyl-dimethylammonio)butyl]2,8-di(tert-butyl)-5,10-dihydrophenazine OCCC[N+](CCCCN1C=2C=CC(=CC2N(C2=CC(=CC=C12)C(C)(C)C)CCCC[N+](C)(C)CCCO)C(C)(C)C)(C)C